C(CCC)C(C(=O)[O-])(O)CC(=O)[O-].C(CCC)C(C(=O)[O-])(O)CC(=O)[O-].C(CCC)[Sn+4]CCCC dibutyltin bis(butyl malate)